C(CCCCCCCCCCCCC)C1=C2C=CC=CC2=NC=2C3=C(C=CC12)C=CC=C3 7-tetradecyl-benzo[c]acridine